dioctyl-tin diacrylate C(C=C)(=O)[O-].C(C=C)(=O)[O-].C(CCCCCCC)[Sn+2]CCCCCCCC